butyl 2-(3-(1-(2,6-bis(benzyloxy)pyridin-3-yl)-3-methyl-2-oxo-2,3-dihydro-1H-benzo[d]imidazol-5-yl)phenyl)acetate C(C1=CC=CC=C1)OC1=NC(=CC=C1N1C(N(C2=C1C=CC(=C2)C=2C=C(C=CC2)CC(=O)OCCCC)C)=O)OCC2=CC=CC=C2